S(=O)(=O)(O)[Se]S(=O)(=O)O.[Mo] Molybdenum Sulfoselenide